C(CCCC[C@@H]1SC[C@@H]2NC(=O)N[C@H]12)(=O)NCCCCCCCN(CCCCCCCNC(CCCC[C@@H]1SC[C@@H]2NC(=O)N[C@H]12)=O)CC1=CC=C(C=C1)C(NCCOCCOCCOCCC(=O)OC(C)(C)C)=O tert-Butyl 1-(4-((Bis(7-(biotinylamino)heptyl)amino)methyl)phenyl)-1-oxo-5,8,11-trioxa-2-azatetradecan-14-oate